3-methoxy-5,5-dimethyl-6-oxo-3-(3-(trifluoromethoxy)pyridin-2-yl)cyclohex-1-enecarbonitrile COC1(C=C(C(C(C1)(C)C)=O)C#N)C1=NC=CC=C1OC(F)(F)F